C(=O)C1=CC(CCC1)=CO 1-formyl-3-(hydroxymethylene)-1-cyclohexene